3-((1r,4s)-4-((tert-butyldimethylsilyl)-oxy)cyclohexyl)propanenitrile [Si](C)(C)(C(C)(C)C)OC1CCC(CC1)CCC#N